COC=1C=C(C=C(C1)OC)C1=NN=C(S1)NC(OC(C)(C)C)=O tert-butyl (5-(3,5-dimethoxyphenyl)-1,3,4-thiadiazol-2-yl)carbamate